ClC1=CC(=C2C(=NC=NN21)N2CC(C2)CCN(S(=O)(=O)N)CCC)C N-(2-(1-(7-chloro-5-methylpyrrolo[2,1-f][1,2,4]triazin-4-yl)azetidin-3-yl)ethyl)-N-propylsulfamide